ClC=1C=C(C=CC1C(F)(F)F)NC(=O)N1C2CCC1C(C1=NC(NC=C12)=O)=NO (±)-N-(3-chloro-4-(trifluoromethyl)phenyl)-9-(hydroxyimino)-2-oxo-3,5,6,7,8,9-hexahydro-2H-5,8-epiminocyclohepta[d]pyrimidine-10-carboxamide